(4-(((3r,5r,7r)-adamantan-1-yl)methyl)piperazin-1-yl)(5-(4-chlorophenyl)-1-(2,4-dichlorophenyl)-4-methyl-1H-pyrazol-3-yl)methanone C12(CC3CC(CC(C1)C3)C2)CN2CCN(CC2)C(=O)C2=NN(C(=C2C)C2=CC=C(C=C2)Cl)C2=C(C=C(C=C2)Cl)Cl